ClC1=C(C=C(OCC(=O)NC23CC(C2)(C3)NC(=O)[C@H]3OC2=C(C(C3)=O)C=CC=C2)C=C1)F (2S)-N-{3-[2-(4-chloro-3-fluorophenoxy)acetamido]bicyclo[1.1.1]pent-1-yl}-4-oxo-3,4-dihydro-2H-1-benzopyran-2-carboxamide